(2,2-dimethoxyethyl)-4-(5-nitropyridine-2-yl)butyramide COC(CC(C(=O)N)CCC1=NC=C(C=C1)[N+](=O)[O-])OC